[Cl-].C(C1CO1)[N+](CCC)(C)C Glycidyldimethylpropylammonium chlorid